OCCS(=O)(=O)CC(CCCC(C([2H])([2H])[2H])(C(=O)NNC)C=1C=C(C=CC1)CCC(=O)OCC)(C)C ethyl 3-(3-(7-((2-hydroxyethyl)sulfonyl)-6,6-dimethyl-2-(2-methylhydrazine-1-carbonyl)heptan-2-yl-1,1,1-d3)phenyl)propanoate